C(CCC#C)C=1OCCN1 2-(pent-4-ynyl)-2-oxazoline